methyl 4-bromo-2-(2-chloro-4-fluoro-5-nitro-phenoxy)-butanoate Potassium carbonate C([O-])([O-])=O.[K+].BrCCC(C(=O)OC)OC1=C(C=C(C(=C1)[N+](=O)[O-])F)Cl.[K+]